C(C)(C)(C)OC(=O)N1CC2=CC(=CC=C2CC1)C(=O)N1CC2=CC=CC=C2C[C@H]1CN1CCCC1 7-{[(3S)-3-(pyrrolidin-1-ylmethyl)-3,4-dihydro-1H-isoquinolin-2-yl]carbonyl}-3,4-dihydro-1H-isoquinoline-2-carboxylic acid tert-butyl ester